ClCCNS(=O)(=O)C1=CC=C(C=C1)C1=C(C=CC=C1C(F)(F)F)C#N N-(2-chloroethyl)-2'-cyano-6'-(trifluoromethyl)-[1,1'-biphenyl]-4-sulfonamide